C(C=C)(=O)N1C(CCC1)C1=CC=C(C=C1)NCC1=CC=C(C=C1)NC1=NC=C(C(=N1)NC1=C(C(=O)NC)C=CC=C1)C(F)(F)F 2-((2-((4-(((4-(1-acryloylpyrrolidin-2-yl)phenyl)amino)methyl)phenyl)amino)-5-(trifluoromethyl)pyrimidin-4-yl)amino)-N-methylbenzamide